ethylenebis(decanamide) C(CCCCCCCCCCC(=O)N)CCCCCCCCCC(=O)N